C/C(=C/C(=O)[O-])/C=C/[C@@]1([C@@]2(CC(=O)C[C@]1(OC2)C)C)O The molecule is a monocarboxylic acid anion that is the conjugate base of phaseic acid; major species at pH 7.3. It is a conjugate base of a phaseic acid.